(3R)-3-amino-5-[(4-chlorophenyl)methyl]-7-(3-ethyl-1,2,4-triazol-1-yl)-8-fluoro-1,1-dioxo-2,3-dihydro-1lambda6,5-benzothiazepin-4-one N[C@H]1CS(C2=C(N(C1=O)CC1=CC=C(C=C1)Cl)C=C(C(=C2)F)N2N=C(N=C2)CC)(=O)=O